6-Sulfo-N-Acetylglucosamine S(=O)(=O)(O)C([C@@H]1[C@H]([C@@H]([C@H](C(O)O1)NC(C)=O)O)O)O